N4-(4-(1,5-dimethyl-1H-indol-3-yl)-7H-pyrrolo[2,3-d]pyrimidin-2-yl)-N1-(2-(dimethylamino)ethyl)-N1-methyl-2-nitrobenzene-1,4-diamine CN1C=C(C2=CC(=CC=C12)C)C=1C2=C(N=C(N1)NC1=CC(=C(C=C1)N(C)CCN(C)C)[N+](=O)[O-])NC=C2